3-((3,4-Dichlorophenethyl)amino)-2',3',5',6'-tetrahydro-1H-spiro[quinoxaline-2,4'-thiopyran]-7-carboxylic acid methyl ester COC(=O)C1=CC=C2N=C(C3(CCSCC3)NC2=C1)NCCC1=CC(=C(C=C1)Cl)Cl